ClC1=NC=C(C(=N1)OC1=C(C=CC=C1)NC(=O)[C@H]1C(C1)(F)F)Cl (S)-N-(2-((2,5-dichloropyrimidin-4-yl)oxy)phenyl)-2,2-difluorocyclopropane-1-carboxamide